N,N-dimethylbehenylamine hydrobromide Br.CN(C)CCCCCCCCCCCCCCCCCCCCCC